O1C(CC1)CC1CN(C(O1)=O)C1=NC2=C(OCC(N2COCC[Si](C)(C)C)=O)N=C1 6-[5-(oxetan-2-ylmethyl)-2-oxo-oxazolidin-3-yl]-4-(2-trimethylsilylethoxymethyl)pyrazino[2,3-b][1,4]Oxazin-3-one